3-((S)-4-amino-6-((S)-2-(methoxymethyl)azetidin-1-yl)pyrido[3,4-d]pyrimidin-8-yl)-2,4-dimethylphenol NC=1C2=C(N=CN1)C(=NC(=C2)N2[C@@H](CC2)COC)C=2C(=C(C=CC2C)O)C